6-chloro-4-hydroxy-1,5-naphthyridine-3-carbonitrile ClC=1N=C2C(=C(C=NC2=CC1)C#N)O